C1(CCCC1)C(=O)C=1C=NN2C1N=C(C=C2C(F)(F)F)C2=CC=C(C=C2)OC [5-(4-methoxyphenyl)-7-(trifluoromethyl)pyrazolo[1,5-a]pyrimidine-3-yl] cyclopentyl ketone